(1R,3aR,6aS)-2-(2-(3-fluorophenyl)-2,2-difluoroacetyl)-N-((R)-4-fluoro-3-oxo-1-((S)-2-oxopyrrolidin-3-yl)butan-2-yl)octahydrocyclopenta[c]pyrrole-1-carboxamide FC=1C=C(C=CC1)C(C(=O)N1[C@H]([C@@H]2[C@H](C1)CCC2)C(=O)N[C@H](C[C@H]2C(NCC2)=O)C(CF)=O)(F)F